Dimethyl 2-(1-(2-(4-fluorophenyl)-1H-pyrrol-1-yl)cyclopentane-1-carbonyl)malonate FC1=CC=C(C=C1)C=1N(C=CC1)C1(CCCC1)C(=O)C(C(=O)OC)C(=O)OC